FC1=CC=C2C(=C(C(=NC2=C1)OC)C(=O)NCC1=CC=C(C=C1)F)C 7-fluoro-N-[(4-fluorophenyl)-methyl]-2-methoxy-4-methyl-quinoline-3-carboxylic acid amide